tert-butyl 1-(methoxymethyl)-3-trityl-3,8-diazabicyclo[3.2.1]octane-8-carboxylate COCC12CN(CC(CC1)N2C(=O)OC(C)(C)C)C(C2=CC=CC=C2)(C2=CC=CC=C2)C2=CC=CC=C2